tri(isopropyl-cyclopentadienyl)cerium C(C)(C)C1(C=CC=C1)[Ce](C1(C=CC=C1)C(C)C)C1(C=CC=C1)C(C)C